C(C)(C)(C)OC(=O)N1C2(CC(C1)(C2)C(NCC2=CC=CC=C2)=O)CO 4-(Benzylcarbamoyl)-1-(hydroxymethyl)-2-azabicyclo[2.1.1]Hexane-2-carboxylic acid tert-butyl ester